2-methyl-5-(1H-pyrazol-1-yl)-1,3-thiazole-4-carboxylic acid CC=1SC(=C(N1)C(=O)O)N1N=CC=C1